3-fluoro-4-((2s,4s)-2-(2-hydroxypropan-2-yl)-6,9-dioxo-5-(4-(trifluoromethyl)benzyl)-5,8-diazaspiro[3.5]nonan-8-yl)benzonitrile FC=1C=C(C#N)C=CC1N1CC(N(C2(CC(C2)C(C)(C)O)C1=O)CC1=CC=C(C=C1)C(F)(F)F)=O